1-{6-[(3R)-1-azabicyclo[2.2.2]octan-3-yloxy]pyridin-2-yl}-6-[(1-methyl-1H-pyrazol-4-yl)amino]-2-(prop-2-en-1-yl)-1H,2H,3H-pyrazolo[3,4-d]pyrimidin-3-one N12C[C@@H](C(CC1)CC2)OC2=CC=CC(=N2)N2N(C(C=1C2=NC(=NC1)NC=1C=NN(C1)C)=O)CC=C